C(=C)OCCOCCOCCOCCO tetraethylene glycol monovinyl ether